N[C@]1(CN(CCC1)CC1=CC(=NC=C1)C(=O)NC1=CC=C(C=C1)C1=CC2=C(N=CN=C2N2CCOCC2)N1)C (R)-4-((3-amino-3-methylpiperidin-1-yl)methyl)-N-(4-(4-morpholino-7H-pyrrolo[2,3-d]pyrimidin-6-yl)phenyl)picolinamide